COC(C1=C(N=CC=C1)CN(CC1=CC=CC=C1)CC1=CC=CC=C1)=O ((dibenzylamino)methyl)nicotinic acid methyl ester